[6-(3-cyclopropyl-1,2,4-triazol-1-yl)-2-azaspiro[3.3]heptan-2-yl]-[rac-(3aS,6aR)-5-(4,5-difluoro-2-methyl-phenoxy)-3,3a,4,5,6,6a-hexahydro-1H-cyclopenta[c]pyrrol-2-yl]methanone C1(CC1)C1=NN(C=N1)C1CC2(CN(C2)C(=O)N2C[C@H]3[C@@H](C2)CC(C3)OC3=C(C=C(C(=C3)F)F)C)C1 |r|